8-[(4,4-difluoro-1-piperidinyl)methyl]-4-[(2R)-3-(3,4-dihydro-1H-isoquinolin-2-yl)-2-hydroxy-propyl]-2,3-dihydro-1,4-benzoxazepin-5-one FC1(CCN(CC1)CC1=CC2=C(C(N(CCO2)C[C@@H](CN2CC3=CC=CC=C3CC2)O)=O)C=C1)F